N-(5-bromo-2-((3S,5R)-3,4,5-trimethylpiperazin-1-yl)phenyl)-6-chloro-5-nitropyrimidin-4-amine BrC=1C=CC(=C(C1)NC1=NC=NC(=C1[N+](=O)[O-])Cl)N1C[C@@H](N([C@@H](C1)C)C)C